C(C)(C)(C)OC(=O)N1C[C@H](N(CC1)C(C1=CC=CC=C1)C=1N=NN(N1)C)C (3R)-3-methyl-4-((2-methyl-2H-tetrazol-5-yl)(phenyl)methyl)piperazine-1-carboxylic acid tert-butyl ester